N1-(pyridin-2-yl)ethane-1,2-diamine N1=C(C=CC=C1)NCCN